Ethyl 2-((2-methyl-5-(6-((4-methylpiperazin-1-yl)sulfonyl)pyridin-3-yl)phenyl)(propyl)amino)thiazole-4-carboxylate CC1=C(C=C(C=C1)C=1C=NC(=CC1)S(=O)(=O)N1CCN(CC1)C)N(C=1SC=C(N1)C(=O)OCC)CCC